C(C)(C)(C)OC(=O)NCCN(CCCCCCCC(=O)OCCCC(CCCCC)CCCCC)CCCCCCCC(OCCCC(CCCCC)CCCCC)=O 4-pentylnonyl 8-[2-(tert-butoxycarbonylamino)ethyl-[8-oxo-8-(4-pentylnonoxy)octyl]amino]octanoate